4-((14-(4-(4-amino-3-(4-phenoxyphenyl)-1H-pyrazolo[3,4-d]pyrimidin-1-yl)piperidin-1-yl)-14-oxo-3,6,9,12-tetraoxatetradecyl)thio)-2-(2,6-dioxopiperidin-3-yl)isoindoline NC1=C2C(=NC=N1)N(N=C2C2=CC=C(C=C2)OC2=CC=CC=C2)C2CCN(CC2)C(COCCOCCOCCOCCSC2=C1CN(CC1=CC=C2)C2C(NC(CC2)=O)=O)=O